4-Aminomethyl-1-methyl-1H-pyrazol-3-amine NCC=1C(=NN(C1)C)N